CC1(CN(C1)C(=O)O)C(C1=CC=C(C=C1)C(F)(F)F)=O 3-Methyl-3-(4-trifluoromethyl-benzoyl)-azetidine-1-carboxylic acid